C(C)(C)(C)C1=NNC(=N1)C(=O)Cl 3-(Tert-butyl)-1H-1,2,4-triazole-5-carbonyl chloride